NCCC=1C=NC(=NC1)C1=C(C=C(C#N)C=C1)OC=1N(N=C(N1)C(C)C)C 4-[5-(2-aminoethyl)pyrimidin-2-yl]-3-[(2-methyl-5-propan-2-yl-1,2,4-triazol-3-yl)oxy]benzonitrile